BrC1=C2C=CNC2=C(C=C1Cl)F 4-bromo-5-chloro-7-fluoro-1H-indole